di-tert-butyl (2R,4R)-4-((6-chloro-3-fluoro-4-propionyl pyridin-2-yl) methyl)-2-methylpiperidine-1,4-dicarboxylate ClC1=CC(=C(C(=N1)C[C@@]1(C[C@H](N(CC1)C(=O)OC(C)(C)C)C)C(=O)OC(C)(C)C)F)C(CC)=O